C(C)(C)(C)OC(=O)N[C@H](C(=O)O)CC1=CC=C(C=C1)F (S)-2-(tert-Butoxycarbonylamino)-3-(4-fluoro-phenyl)propionic acid